[Cl-].C[N+](C1=CC=CC=C1)(C)C Trimethylphenylammonium Chloride